tert-Butyl (2R,4R)-4-{(ethanesulfonyl)[(4-methoxyphenyl)methyl]amino}-3,3-difluoro-2-(2-methoxy-2-oxoethyl)pyrrolidine-1-carboxylate C(C)S(=O)(=O)N([C@H]1C([C@H](N(C1)C(=O)OC(C)(C)C)CC(=O)OC)(F)F)CC1=CC=C(C=C1)OC